4-((1-(2-(2-(2-(2-aminoethoxy)ethoxy)ethoxy)ethyl)-1H-1,2,3-triazol-4-yl)methyl)thiomorpholine 1,1-dioxide NCCOCCOCCOCCN1N=NC(=C1)CN1CCS(CC1)(=O)=O